C1(=CC=CC=C1)N\C(\C1=CC=CC=C1)=N\OC(C1=CC=C(C=C1)C(F)(F)F)=O (E)-N-phenyl-N'-((4-(trifluoromethyl)benzoyl)oxy)benzimidamide